FC1=CC=2C(C=C(OC2C=2N(C(OC21)=O)C)C2=CC=C(C#N)C=C2)=O 4-(4-fluoro-1-methyl-2,6-dioxo-1,2-dihydro-6H-chromeno[8,7-d]oxazol-8-yl)benzonitrile